1-(4-fluorophenyl)-1H-pyrazolo[1,5-b]pyrazole-5-carboxylic acid FC1=CC=C(C=C1)N1C=CC=2N1N=C(C2)C(=O)O